FC1(CC(C1)CN1N=C(C(=C1C(=O)NC1=CC(=NC=C1)C(=O)OC)C)OC(F)(F)F)F methyl 4-(1-((3,3-difluorocyclobutyl)methyl)-4-methyl-3-(trifluoromethoxy)-1H-pyrazole-5-carboxamido)picolinate